C(C)C(COC=1C=C(OCCN(CCO)C)C=C(C1)CCCCCCCCCCCCCCC)CCCC 2-((2-(3-((2-ethylhexyl)oxy)-5-pentadecylphenoxy)ethyl)(methyl)amino)ethanol